N-(2-((4S,5S)-7-oxa-1-azaspiro[4.4]nonan-4-yl)thieno[2,3-b]pyridin-4-yl)-4,6-difluorobenzo[d]thiazol-5-amine N1CC[C@@H]([C@@]12COCC2)C2=CC=1C(=NC=CC1NC=1C(=CC3=C(N=CS3)C1F)F)S2